CN(CC#CC(=O)NC=1C=C(C=CC1)[C@@H]1C2=C(N(C([C@H]1NC(C1=CC(=CC=C1)C(F)(F)F)=O)=O)CC)N(N=C2)C2=CC=CC=C2)C |r| rac-N-((4R,5S)-4-(3-(4-(dimethylamino)but-2-ynamido)phenyl)-7-ethyl-6-oxo-1-phenyl-4,5,6,7-tetrahydro-1H-pyrazolo[3,4-b]pyridin-5-yl)-3-(trifluoromethyl)benzamide